NCCCCCCCCCCCCCCOOOOONC=1C=2N=CN([C@H]3[C@H](O)[C@H](O)[C@@H](CO)O3)C2N=CN1 N6-(19-amino-pentoxanonadecyl)-adenosine